CCCCCCOC(=O)CCCCC n-Hexyl hexanoate